6-methyl-2-phenyl-1,3,6,2-dioxazaborocane-4,8-dione CN1CC(OB(OC(C1)=O)C1=CC=CC=C1)=O